1-((3,3-difluorocyclopentyl)methyl)-4-methyl-N-(2-(methylsulfonyl)pyridin-4-yl)-3-(perfluoroethyl)-1H-pyrazole-5-carboxamide FC1(CC(CC1)CN1N=C(C(=C1C(=O)NC1=CC(=NC=C1)S(=O)(=O)C)C)C(C(F)(F)F)(F)F)F